ClC1=CC=C2CCN([C@@H](C2=C1)C1=CSC(=C1)C(=O)C=1C(=NC=NC1)N[C@H]1C[C@@H]([C@H](C1)COS(N)(=O)=O)O)C(=O)OC(C)(C)C tert-butyl (1S)-7-chloro-1-(5-{[4-({(1R,3S,4R)-3-hydroxy-4-[(sulfamoyloxy)methyl]cyclopentyl}amino)pyrimidin-5-yl]carbonyl}-3-thienyl)-3,4-dihydroisoquinoline-2(1H)-carboxylate